COCC(=O)NC1=C(C(=O)N)C=CC=C1 2-(2-methoxyacetamido)benzamide